Diethyl (4-((3-trifluoromethyl-9H-carbazole-9-yl)methyl)benzyl)phosphonate FC(C=1C=CC=2N(C3=CC=CC=C3C2C1)CC1=CC=C(CP(OCC)(OCC)=O)C=C1)(F)F